C1(CC1)C1=NN2C(N(C(C(CC2)NC(=O)C2=NN(C=N2)CCC(F)(F)F)=O)C)=C1 N-(2-Cyclopropyl-4-methyl-5-oxo-5,6,7,8-tetrahydro-4H-pyrazolo[1,5-a][1,3]diazepin-6-yl)-1-(3,3,3-trifluoropropyl)-1H-1,2,4-triazol-3-carboxamid